FC1=C(C=C2C(C(NC2=C1)=O)=C(O)C1=CC(=C(C=C1)OC)F)C1=CC=C(C=C1)C1(CC1)CO 6-fluoro-3-[(3-fluoro-4-methoxy-phenyl)-hydroxy-methylene]-5-[4-[1-(hydroxymethyl)cyclopropyl]phenyl]indolin-2-one